OC(CC(COOC(C(=O)[O-])(CC)C1=CC=CC=C1)C)C 4-hydroxy-2-methylpentylperoxy-2-phenylbutyrate